BrC1=CC(=C(C(=C1)F)C1=C(C#N)C=CC=C1)F 4-bromo-2,6-difluorophenyl-benzonitrile